4-(2-(((tert-butyldimethylsilyl)oxy)methyl)pyrrolidin-1-yl)-1-(cyclopropylmethyl)-3-methyl-N-(1-(3,4,5-trimethoxyphenyl)-1H-imidazol-4-yl)-1H-pyrazolo[3,4-d]pyrimidin-6-amine [Si](C)(C)(C(C)(C)C)OCC1N(CCC1)C1=C2C(=NC(=N1)NC=1N=CN(C1)C1=CC(=C(C(=C1)OC)OC)OC)N(N=C2C)CC2CC2